(6,7-difluoro-1-methyl-[1,2,4]triazolo[4,3-a]quinazolin-5-yl)-9-((1-(trifluoromethyl)cyclopropyl)ethynyl)-2,3,4,5-tetrahydrobenzo[b][1,4]oxazepine FC1=C2C(=NC=3N(C2=CC=C1F)C(=NN3)C)C3CCNC1=C(O3)C(=CC=C1)C#CC1(CC1)C(F)(F)F